5-((1,4-dimethoxy-3-methylnaphthalen-2-yl)methyl)-2-fluoropyridine COC1=C(C(=C(C2=CC=CC=C12)OC)C)CC=1C=CC(=NC1)F